The molecule is a ceramide obtained by formal condensation of the carboxy group of hexadecanoic acid with the amino group of 14-methylhexadecasphingosine. It is a metabolite of the nematode Caenorhabditis elegans. It has a role as a Caenorhabditis elegans metabolite. It derives from a 14-methylhexadecasphingosine and a hexadecanoic acid. CCCCCCCCCCCCCCCC(=O)N[C@@H](CO)[C@@H](/C=C/CCCCCCCCC(C)CC)O